FC1(C(C1C1=CC=CC=C1)C=1C=CC2=C(C(=C(O2)C)C(=O)OCC)C1)F ethyl 5-(2,2-difluoro-3-phenylcyclopropyl)-2-methylbenzofuran-3-carboxylate